C(C)C1(NC(N(C(C1)=O)CC1=CC(=CC=C1)C(NC1CC(OC2=CC=CC=C12)C1=CC=CC=C1)=O)=[NH2+])CC [4,4-diethyl-6-oxo-1-[[3-[(2-phenylchroman-4-yl)carbamoyl]phenyl]methyl]hexa-hydropyrimidin-2-ylidene]ammonium